ClC=1C=CN=NC1Cl 5,6-dichloropyridazin